FC(C=1C=CC=2N(N1)C(=CN2)C2=NC=NC(=C2)N2C1C(CCC2)CN(C1)S(=O)(=O)C)F 6-(Difluoromethyl)-3-(6-(6-(methylsulfonyl)octahydro-1H-pyrrolo[3,4-b]pyridin-1-yl)pyrimidin-4-yl)imidazo[1,2-b]pyridazine